1-{4-[(5-tert-butyl-1H-pyrazol-3-yl)amino]phenyl}-5-[(1-cyclopropanecarbonyl-4-hydroxypiperidin-4-yl)methyl]-1H,4H,5H-pyrazolo[3,4-d]pyrimidin-4-one C(C)(C)(C)C1=CC(=NN1)NC1=CC=C(C=C1)N1N=CC2=C1N=CN(C2=O)CC2(CCN(CC2)C(=O)C2CC2)O